N-((4'-(Dimethylamino)-2-methyl-[1,1'-biphenyl]-4-yl)methyl)-3-methyl-N-(3-(5-methylpyridin-3-yl)phenyl)butanamide CN(C1=CC=C(C=C1)C1=C(C=C(C=C1)CN(C(CC(C)C)=O)C1=CC(=CC=C1)C=1C=NC=C(C1)C)C)C